(3-bromophenyl)[5-chloro-2-oxo-4-(trifluoromethyl)pyridin-1-yl]acetic acid BrC=1C=C(C=CC1)C(C(=O)O)N1C(C=C(C(=C1)Cl)C(F)(F)F)=O